(3-bromo-2,5-difluorophenyl)cyclohexanesulfonamide BrC=1C(=C(C=C(C1)F)C1(CCCCC1)S(=O)(=O)N)F